(S)-1-(2-chloro-6-fluorobenzyl)-N-(2-fluoro-3-methoxybenzyl)-3,4-dimethyl-2-oxo-1,2,3,4-tetrahydroquinazoline-7-carboxamide ClC1=C(CN2C(N([C@H](C3=CC=C(C=C23)C(=O)NCC2=C(C(=CC=C2)OC)F)C)C)=O)C(=CC=C1)F